FC1(OC2=C(O1)C=CC(=C2)N(C(=O)C=2C=C(C=CC2)N2N=C(C=1CCC[C@H](C21)OC=2C=C(C(=O)OCC)C=CC2)C(F)(F)F)C)F |o1:26| (R) or (S)-ethyl 3-[[1-[3-[(2,2-difluoro-1,3-benzodioxol-5-yl)-methyl-carbamoyl]phenyl]-3-(trifluoromethyl)-4,5,6,7-tetrahydroindazol-7-yl]oxy]benzoate